N-(1-amino-3-hydroxy-1-oxopropan-2-yl)-2-methyl-5-(pyridin-3-ylmethoxy)benzofuran-3-carboxamide NC(C(CO)NC(=O)C1=C(OC2=C1C=C(C=C2)OCC=2C=NC=CC2)C)=O